5'-methyl-3H-spiro[benzofuran-2,3'-pyrrolidine]-1'-carboxylic acid tert-butyl ester C(C)(C)(C)OC(=O)N1CC2(CC1C)OC1=C(C2)C=CC=C1